ClN1C(N(C2=C1C=CC=C2)CC2=CC(=CC=C2)OC)=O chloro-1-(3-methoxybenzyl)-1,3-dihydro-2H-benzo[d]imidazol-2-one